ClC1=C2COCC2=CC(=C1F)[N+](=O)[O-] 4-chloro-5-fluoro-6-nitro-1,3-Dihydroisobenzofuran